ClC1=CC2=C(C3=CC=CC=C3C(=C2C=C1)OCCC)OCCC 2-chloro-9,10-dipropyloxyanthracene